6,7-DIMETHOXY-1-METHYL-1H-INDOL-2-YLBORONIC ACID COC1=CC=C2C=C(N(C2=C1OC)C)B(O)O